O1COC2=C1C=CC(=C2)C(=O)C2=CNC1=CC=C(C=C1C2=O)OC 3-(1,3-benzodioxol-5-carbonyl)-6-methoxy-1H-quinolin-4-one